CC=1OC2=C(C1C(=O)NC1C(NCC1)=O)C=C(C=C2)OCC=2SC=CN2 2-methyl-N-(2-oxopyrrolidin-3-yl)-5-(thiazol-2-ylmethoxy)benzofuran-3-carboxamide